CN(C1=NC(N([C@H]2[C@@H]([C@](O)([C@@H](C(O)[Si](C)(C)C(C)(C)C)O2)[Si](C)(C)C(C)(C)C)F)C=C1)=O)C 4-N,N-dimethyl-3',5'-di-tert-butyldimethylsilyl-2'-fluoro-2'-deoxycytidine